F[C@@]1(CN(CC[C@@H]1O)C1=NC=CC(=N1)NC=1N=CC2=C(C=CC(=C2C1)C(C)C)N1[C@@H]([C@H](C1)C[S@@](=O)C)C)C (3R,4S)-3-fluoro-1-(4-((5-isopropyl-8-((2R,3S)-2-methyl-3-(((S)-methylsulfinyl)methyl)azetidin-1-yl)isoquinolin-3-yl)amino)pyrimidin-2-yl)-3-methylpiperidin-4-ol